NC(CCCCCCCCCC)(O)O amino-undecanediol